3-(4-Bromophenyl)-1-(2-hydroxyphenyl)prop-2-en-1-one BrC1=CC=C(C=C1)C=CC(=O)C1=C(C=CC=C1)O